1,3-di-tert-butyl-11-chloro-7,7-dimethyl-7H-benzo[b]fluoreno[3,4-d]thiophene C(C)(C)(C)C1=CC(=CC2=C1SC1=C2C=CC=2C(C=3C=CC=C(C3C21)Cl)(C)C)C(C)(C)C